N-{3-[2-(4-chloro-3-fluorophenoxy)acetamido]bicyclo[1.1.1]pentan-1-yl}-7-(difluoromethoxy)-4-oxo-4H-1-benzopyran-2-carboxamide ClC1=C(C=C(OCC(=O)NC23CC(C2)(C3)NC(=O)C=3OC2=C(C(C3)=O)C=CC(=C2)OC(F)F)C=C1)F